(3R)-3-amino-7-[5-(1-amino-2,2-dimethyl-propyl)-1,3,4-oxadiazol-2-yl]-1,1-dioxo-5-[[4-[5-(trifluoromethyl)-1,2,4-oxadiazol-3-yl]phenyl]methyl]-2,3-dihydro-1λ6,5-benzothiazepine-4-One N[C@H]1CS(C2=C(N(C1=O)CC1=CC=C(C=C1)C1=NOC(=N1)C(F)(F)F)C=C(C=C2)C=2OC(=NN2)C(C(C)(C)C)N)(=O)=O